NC=1C(=CC2=C(C=CO2)C1)N([C@@H](CS)C(=O)O)C(=O)OC(C)(C)C (5-aminobenzofuran-6-yl)-N-(tert-butoxycarbonyl)-L-cysteine